CC1(CC1)C=1SC=2CNCCC2N1 2-(1-Methylcyclopropyl)-4,5,6,7-tetrahydrothiazolo[5,4-c]pyridine